N1C(=CC=C1)C(=O)NC=1[Se]C(=CN1)C(=O)NC1=CC(=CC=C1)C 2-(1H-pyrrole-2-carboxamido)-N-m-methylphenyl-1,3-selenazol-5-carboxamide